(S)-3-(2-chloropyrimidin-4-yl)-4-isopropyl-1-methylimidazolidin-2-one ClC1=NC=CC(=N1)N1C(N(C[C@@H]1C(C)C)C)=O